2,2-dieth-ylpropane-1,3-diol C(C)C(CO)(CO)CC